C[C@@H]1O[C@@H](CN(C1)C1=CC=CC(=N1)C=O)C 6-[(2S,6R)-2,6-dimethyl-1,4-oxazinan-4-yl]pyridine-2-carbaldehyde